FC1(C(C1)C1=CC=C(C=C1)CC(=O)OCC)F ethyl 2-[4-(2,2-difluorocyclopropyl)phenyl]acetate